tetradecyl-dimethyl-(ethylbenzyl)ammonium chloride [Cl-].C(CCCCCCCCCCCCC)[N+](C(C1=CC=CC=C1)CC)(C)C